(-)-4-((5-(3-Hydroxy-2-oxo-3-(trifluoromethyl)indolin-1-yl)pyridin-3-yl)methyl)phthalazin-1(2H)-on OC1(C(N(C2=CC=CC=C12)C=1C=C(C=NC1)CC1=NNC(C2=CC=CC=C12)=O)=O)C(F)(F)F